N1=CC=CC2=CC=CC(=C12)B(O)O quinoline-8-boronic acid